Aminophenyl-1H-pyrrole NC=1N(C=CC1)C1=CC=CC=C1